(R)-6-(4-(1-(2,2-difluoro-1-(4-fluorophenyl)propyl)-1H-pyrazol-4-yl)pyrimidin-2-yl)-2-(2,5-dimethyl-1H-pyrrol-1-yl)-8-fluoro-[1,2,4]triazolo[1,5-a]pyridine FC([C@@H](C1=CC=C(C=C1)F)N1N=CC(=C1)C1=NC(=NC=C1)C=1C=C(C=2N(C1)N=C(N2)N2C(=CC=C2C)C)F)(C)F